4-(4-ethoxyphenyl)-5-pyridin-4-yl-1,2,4-triazole-3-thiolate C(C)OC1=CC=C(C=C1)N1C(=NN=C1C1=CC=NC=C1)[S-]